BrC=1C=2N(C=C(C1)S(=O)(=O)NC1CC1)C(=NN2)C=2SC(=NN2)C(F)(F)F 8-bromo-N-cyclopropyl-3-(5-(trifluoromethyl)-1,3,4-thiadiazol-2-yl)-[1,2,4]triazolo[4,3-a]pyridin-6-sulfonamide